COC(=O)N1C=CC=C1 Pyrrole-1-carboxylic acid methyl ester